(4-trimethoxysilylphenyl)methaneamine CO[Si](C1=CC=C(C=C1)CN)(OC)OC